(3S,6S,9aR)-2-acetyl-3-(4-hydroxybenzyl)-6-isobutyl-8-isopentylhexahydro-4H-pyrazino[1,2-a]pyrazine-4,7(6H)-dione C(C)(=O)N1C[C@@H]2N(C([C@@H]1CC1=CC=C(C=C1)O)=O)[C@H](C(N(C2)CCC(C)C)=O)CC(C)C